OC=1C(C(=CN2C1C(N1[C@H](CC[C@@]3([C@H]2C1)OC3)C)=O)C(=O)NCC3=C(C=C(C=C3F)F)F)=O (2S,3'S,7'R)-12'-hydroxy-3'-methyl-1',11'-dioxo-N-(2,4,6-trifluorobenzyl)-1',4',5',11'-tetrahydro-3'H,7'H-spiro[oxirane-2,6'-[2,7]methanopyrido[1,2-a][1,4]diazonine]-10'-carboxamide